COC(COCCN1CCN(CC1)CCOCC(=O)OC(C)(C)C)=O tert-butyl 2-(2-(4-(2-(2-methoxy-2-oxoethoxy)ethyl)piperazin-1-yl)ethoxy)acetate